Br.Br.N1=CC=CC(=C1)N Pyridin-5-amine 2HBr